ClC=1C(=C(C=CC1N[C@@H](C)C1=C(C=CC=C1F)F)S(=O)(=O)NC=1N=CSC1)F (S)-3-chloro-4-((1-(2,6-difluorophenyl)ethyl)amino)-2-fluoro-N-(thiazol-4-yl)benzenesulfonamide